CN(CCNC(C(CCSCC(C(=O)OC\C=C(\CCC=C(C)C)/C)CC(=O)OC\C=C(\CCC=C(C)C)/C)NC(C(CCCCCCCC)CCCCCC)=O)=O)C bis((E)-3,7-dimethylocta-2,6-dien-1-yl) 2-(((4-((2-(dimethylamino)ethyl)amino)-3-(2-hexyldecanamido)-4-oxobutyl)thio)methyl)succinate